(S)-2-amino-3-(2-phenyl-1H-imidazol-4-yl)propionic acid N[C@H](C(=O)O)CC=1N=C(NC1)C1=CC=CC=C1